2-(4-cyclopropyl-6-methoxy-pyrimidin-5-yl)-6-(2-methoxyethyl)-7-[[4-[1-methyl-4-(trifluoromethyl)imidazol-2-yl]phenyl]methyl]-5H-pyrrolo[3,2-d]pyrimidine C1(CC1)C1=NC=NC(=C1C=1N=CC2=C(N1)C(=C(N2)CCOC)CC2=CC=C(C=C2)C=2N(C=C(N2)C(F)(F)F)C)OC